(E)-N'-(2-bromo-4-chloro-6-iodophenyl)-N,N-dimethylmethanimidamide BrC1=C(C(=CC(=C1)Cl)I)/N=C/N(C)C